1-(3-(2-(2,4-Dihydroxyphenyl)imidazo[4,5-d]pyrrolo[2,3-b]pyridin-1(6H)-yl)pyrrolidin-1-yl)prop-2-ene-1-one OC1=C(C=CC(=C1)O)C1=NC=2C(=C3C(=NC2)NC=C3)N1C1CN(CC1)C(C=C)=O